N(=C=O)CC1CC(CCC1)(N=C=O)C 3-isocyanatomethyl-1-methyl-1-isocyanato-cyclohexane